(5-(2-chlorophenyl)-1,3,4-thiadiazol-2-yl)isoxazole-5-carboxamide ClC1=C(C=CC=C1)C1=NN=C(S1)C1=NOC(=C1)C(=O)N